O(C1=CC=CC=C1)CC1=NOC(=N1)C=1C=CC(N(N1)CCC)=O 6-(3-(phenoxymethyl)-1,2,4-oxadiazol-5-yl)-2-propylpyridazin-3(2H)-one